calcium magnesium sodium salt [Na].[Mg].[Ca]